(4R)-4-[(3R)-3-hydroxypyrrolidin-1-yl]-N-[2-methyl-3-(4,4,5,5-tetramethyl-1,3,2-dioxaborolan-2-yl)phenyl]-4,5,6,7-tetrahydropyrazolo[1,5-a]pyridine-2-carboxamide O[C@H]1CN(CC1)[C@H]1C=2N(CCC1)N=C(C2)C(=O)NC2=C(C(=CC=C2)B2OC(C(O2)(C)C)(C)C)C